CC=1C=C(N=NC1)C(=O)NC1(CC1)C=1C=NC=CC1 5-methyl-N-(1-(pyridin-3-yl)cyclopropyl)pyridazine-3-carboxamide